4-cyano-4'-butylbiphenyl C(#N)C1=CC=C(C=C1)C1=CC=C(C=C1)CCCC